methyl 2-iodo-4,5-dimethoxybenzoate IC1=C(C(=O)OC)C=C(C(=C1)OC)OC